C(\C=C\C)(=O)OCCC1=CC=CC=C1 2-phenylethyl (2E)-2-butenoate